1-isobutyryl-6-methyl-N-(4-(pyridin-2-yl)benzyl)piperazine-2-carboxamide C(C(C)C)(=O)N1C(CNCC1C)C(=O)NCC1=CC=C(C=C1)C1=NC=CC=C1